FC1(N(C(C(C(C1(F)F)(F)F)(F)F)(F)F)C1(C(C(C(C(C1(F)F)(F)F)(C(F)(F)F)F)(F)F)(F)F)F)F perfluoro-N-(4-methylcyclohexyl)piperidine